cyanofluorene C1C2=CC=CC=C2C3=CC=CC(=C31)C#N